C(C)N1CC2=C(CC1)NN=C2C=O (5-ethyl-4,5,6,7-tetrahydro-1H-pyrazolo[4,3-c]pyridin-3-yl)methanone